t-amyl-p-hydroxystyrene C(C)(C)(CC)C=CC1=CC=C(C=C1)O